(S)-2-((1-(2-(bis(4-isopropylphenyl)methyl)-2-methylhydrazineyl)-1-oxopropan-2-yl)carbamoyl)-4-methoxypyridin-3-yl isobutyrate C(C(C)C)(=O)OC=1C(=NC=CC1OC)C(N[C@H](C(=O)NN(C)C(C1=CC=C(C=C1)C(C)C)C1=CC=C(C=C1)C(C)C)C)=O